(±)-3-(3-amino-4-bromophenyl)-3-cyclopropylpropionic acid tert-butyl ester C(C)(C)(C)OC(C[C@H](C1CC1)C1=CC(=C(C=C1)Br)N)=O |r|